(1-Cyano-2-ethoxy-2-oxoethylideneaminooxy)dimethyl-amine C(#N)C(C(=O)OCC)=NON(C)C